CN1C2(CN(C2)C(=O)OC(C)(C)C)CN(CC1=O)C(=O)OCC1=CC=CC=C1 8-benzyl 2-(tert-butyl) 5-methyl-6-oxo-2,5,8-triazaspiro[3.5]nonane-2,8-dicarboxylate